NC=1N=CC2=CC(=CC=C2C1C(=O)NC1CCNCC1)C1=C(C=CC=C1C)Cl 3-amino-7-(2-chloro-6-methyl-phenyl)-N-(4-piperidyl)isoquinoline-4-carboxamide